4-nitrobenzaldehyde phenylhydrazone C1(=CC=CC=C1)NN=CC1=CC=C(C=C1)[N+](=O)[O-]